FC1(C(C2=C(C(=C(C(=C2C(C1(F)F)(F)F)F)F)C(C(F)(F)F)(F)F)F)=O)C(C(C(C(F)(F)F)(F)F)(F)F)(F)F perfluorobutyl-7-ethyl-tetralone